4-(4-chlorophenyl)-6-oxo-1,6-dihydropyrimidine-5-carbonitrile ClC1=CC=C(C=C1)C=1N=CNC(C1C#N)=O